C(C)(=O)OCC α-ethyl acetate